tert-butyl 4-(3,5-diformylphenyl)-3,6-dihydropyridine-1(2H)-carboxylate C(=O)C=1C=C(C=C(C1)C=O)C=1CCN(CC1)C(=O)OC(C)(C)C